C(C=C)(=O)N1[C@@H](CC(C1CC=C)(C)C)C(=O)OC methyl (2S)-1-propenoyl-5-allyl-4,4-dimethylpyrrolidine-2-carboxylate